[2,2'-bipyridine]-5,5'-dicarboxaldehyde N1=C(C=CC(=C1)C=O)C1=NC=C(C=C1)C=O